C(=C)N1CN(C=C1)C 1-vinyl-3-methyl-1H-imidazole